3-((1-isopentyl-3-methyl-1H-pyrazol-5-yl)amino)-7,8-dihydro-1,6-naphthyridin C(CC(C)C)N1N=C(C=C1NC=1C=NC=2CCN=CC2C1)C